tert-butyl 4-[5-(3-cyano-4-hydroxy-pyrazolo[1,5-a]pyridin-6-yl)-2-pyridyl]piperazine-1-carboxylate C(#N)C=1C=NN2C1C(=CC(=C2)C=2C=CC(=NC2)N2CCN(CC2)C(=O)OC(C)(C)C)O